C(C)NC(=O)N1[C@H]([C@H](CCC1)NS(=O)(=O)C)CC1=CC(=CC=C1)OC1=CC=CC=C1 cis-N-ethyl-3-((methylsulfonyl)amino)-2-(3-phenoxybenzyl)piperidine-1-carboxamide